tert-Butyl (2-(3-azidopropylsulfonamido)ethyl)((2-chloro-[1,1'-biphenyl]-4-yl)methyl)carbamate N(=[N+]=[N-])CCCS(=O)(=O)NCCN(C(OC(C)(C)C)=O)CC1=CC(=C(C=C1)C1=CC=CC=C1)Cl